FC1=C(C(=O)[O-])C=CC=C1 2-fluorobenzoate